N-(2-chlorophenyl)-2-(1H-imidazol-1-yl)-5H-pyrrolo[3,2-d]pyrimidine-4-carboxamide ClC1=C(C=CC=C1)NC(=O)C=1C2=C(N=C(N1)N1C=NC=C1)C=CN2